C(C)C=1SC(=C(N1)C1=NC(=CC=C1)C)OC1=CC(=NC=C1)NC1=CC=CC=N1 6-((4-((2-Ethyl-4-(6-methylpyridin-2-yl)thiazol-5-yl)oxy)pyridin-2-yl)amino)pyridine